4-(5-(azetidin-3-yloxy)-3-fluoropyridin-2-yl)-N-(3-chloro-5-(methylsulfonamido)phenyl)-5-methylthiophene-2-carboxamide N1CC(C1)OC=1C=C(C(=NC1)C=1C=C(SC1C)C(=O)NC1=CC(=CC(=C1)NS(=O)(=O)C)Cl)F